ClC=1C=C(C=CC1)C(C(CC(=O)OCC)(C1=CC=CC=C1)O)(C)C ethyl 4-(3-chlorophenyl)-3-hydroxy-4-methyl-3-phenylpentanoate